(S)-6-benzyl-9-cyclohexyl-2-morpholinyl-8-vinyl-6,7,8,9-tetrahydro-5H-pyrimido[4,5-e][1,4]Diazepin-5-one C(C1=CC=CC=C1)N1C[C@@H](N(C2=C(C1=O)C=NC(=N2)N2CCOCC2)C2CCCCC2)C=C